3,4-dihydroxy-benzeneacetaldehyde OC=1C=C(C=CC1O)CC=O